CC1=NC(=NO1)C1=CC=C2C=CN=C(C2=C1)NCCC(=O)NC=1SC(=C(N1)C)C1(CC1)C(F)(F)F 3-[[7-(5-methyl-1,2,4-oxadiazol-3-yl)-1-isoquinolyl]amino]-N-[4-methyl-5-[1-(trifluoromethyl)cyclopropyl]thiazol-2-yl]propanamide